2-((6-chloro-2,3,4,9-tetrahydro-1H-pyrido[3,4-b]indol-1-yl)methyl)propane-1,3-diol ClC=1C=C2C3=C(NC2=CC1)C(NCC3)CC(CO)CO